FC([C@@H]1CC=2C=3C(=NCC4=NN=C(N4C3SC2C1)C)C1=C(C=CC=C1F)F)F (13R)-13-(difluoromethyl)-9-(2,6-difluorophenyl)-3-methyl-16-thia-2,4,5,8-tetraazatetracyclo[8.6.0.02,6.011,15]hexadeca-1(10),3,5,8,11(15)-pentaene